5-(4-bromo-2-fluorophenyl)-2-propylthieno[3,2-b]thiophene BrC1=CC(=C(C=C1)C1=CC=2SC(=CC2S1)CCC)F